4-(2-methoxy-4-nitrophenyl)piperazine-1-carboxylic acid tert-butyl ester C(C)(C)(C)OC(=O)N1CCN(CC1)C1=C(C=C(C=C1)[N+](=O)[O-])OC